tert-Butyl (2R,4R)-4-[(1S)-1-[(3-aminophenyl)methyl]-2-tert-butoxy-2-oxo-ethyl]-2-methyl-pyrrolidine-1-carboxylate NC=1C=C(C=CC1)C[C@H](C(=O)OC(C)(C)C)[C@H]1C[C@H](N(C1)C(=O)OC(C)(C)C)C